(2R,4S)-9-{1-[(1-aminocyclopropyl)methyl]azetidin-3-yl}oxy-5,5-dihydroxy-6-oxa-5-boranuidatricyclo[5.4.0.02,4]undeca-1(7),8,10-triene-8-carboxylic acid disodium salt [Na+].[Na+].NC1(CC1)CN1CC(C1)OC1=C(C=2O[B-]([C@H]3C[C@H]3C2C=C1)(O)O)C(=O)O.NC1(CC1)CN1CC(C1)OC1=C(C=2O[B-]([C@H]3C[C@H]3C2C=C1)(O)O)C(=O)O